FC(C1=CC(=NC=C1C1=NC(=NC(=N1)N1[C@@H](COCC1)C)N1C2(CCC2)COCC1)N)F 4-(difluoromethyl)-5-[4-[(3R)-3-methylmorpholin-4-yl]-6-(8-oxa-5-azaspiro[3.5]nonan-5-yl)-1,3,5-triazin-2-yl]pyridin-2-amine